FC=1C=CC2=C(C3=C(C(OC2)=S)C=CC(=C3)SCCC)C1 10-fluoro-2-(propylthio)dibenzo[c,e]oxepin-5(7H)-thione